C(C)OC(=O)C1=C(SC2=C1C=CC(=C2)O)N(CC2=CC=C(C=C2)Cl)C(C)=O 2-[acetyl-(4-chlorobenzyl)amino]-6-hydroxy-1-benzothiophene-3-carboxylic acid ethyl ester